(R)-1-(4-(2-(4-((R)-3-acetoxy-2-hydroxypropoxy)phenyl)propan-2-yl)-2,6-dichlorophenoxy)-3-chloropropan-2-yl acetate C(C)(=O)O[C@H](COC1=C(C=C(C=C1Cl)C(C)(C)C1=CC=C(C=C1)OC[C@H](COC(C)=O)O)Cl)CCl